2-butyl-N,N-bis(2,4-dimethoxybenzyl)-7-isopropoxy-1H-imidazo[4,5-d]pyridazin-4-amine C(CCC)C1=NC=2C(=C(N=NC2N(CC2=C(C=C(C=C2)OC)OC)CC2=C(C=C(C=C2)OC)OC)OC(C)C)N1